(S)-N-{(S)-1-[2-(benzo[d]isoxazol-3-yl)phenyl]-2-(6-cyano-3-methylpyridine-2-yl)ethyl}-2-methylpropane-2-sulfinamide O1N=C(C2=C1C=CC=C2)C2=C(C=CC=C2)[C@H](CC2=NC(=CC=C2C)C#N)N[S@@](=O)C(C)(C)C